5-Nitro-4-phenoxy-2,3-dihydro-1H-inden-1-ol [N+](=O)([O-])C=1C(=C2CCC(C2=CC1)O)OC1=CC=CC=C1